CP(O)(=O)C(C(=C)C#CC)(C)C methyl(1,1-dimethyl-2-propynyl-2-propenyl)phosphinic acid